N-{2-chloro-6-[4-(propane-2-yl)piperazin-1-yl]phenyl}-4-methyl-4-{5-[(1R,2S)-2-methylcyclopropyl]-1,2,4-oxadiazol-3-yl}piperidine-1-carboxamide ClC1=C(C(=CC=C1)N1CCN(CC1)C(C)C)NC(=O)N1CCC(CC1)(C1=NOC(=N1)[C@H]1[C@H](C1)C)C